C[C@@]1(N(CC(C1)(F)F)C(=O)OC(C)(C)C)C(=O)[O-] 1-(tert-butyl) 2-methyl-(S)-4,4-difluoropyrrolidine-1,2-dicarboxylate